2-(1-methyl-2-phenyl-1,2,3,4-tetrahydroquinolin-7-yl)-7-(1-methylpiperidin-4-yl)pyrazolo[1,5-a]pyrimidine-3-carbonitrile CN1C(CCC2=CC=C(C=C12)C1=NN2C(N=CC=C2C2CCN(CC2)C)=C1C#N)C1=CC=CC=C1